alpha-asparagine N[C@@H](CC(=O)O)C(N)=O